BrC1=C(C2=C(N=CN=C2CO[Si](C)(C)C(C)(C)C)N1C)C1=CC(=C(OC2=NC=CC(=N2)C)C=C1)F 2-[4-(6-bromo-4-{[(tert-butyldimethylsilyl)oxy]methyl}-7-methyl-7H-pyrrolo[2,3-d]pyrimidin-5-yl)-2-fluorophenoxy]-4-methylpyrimidine